6-(1H-imidazol-1-yl)-1-oxo-1,3-dihydrospiro[indene-2,4'-piperidine] N1(C=NC=C1)C1=CC=C2CC3(CCNCC3)C(C2=C1)=O